5-t-butylphenyl-1,2,4-Triazole C(C)(C)(C)C=1C=CC=C(C1)C1=NNC=N1